NC1=C(C=CC=C1)N[C@H](C(=O)N1CC2(CN(C2)C(=O)OC(C)(C)C)C1)CC1=CC=C(C=C1)C tert-butyl (S)-6-(2-((2-aminophenyl)amino)-3-(p-tolyl)propanoyl)-2,6-diazaspiro[3.3]heptane-2-carboxylate